C(N)(=O)C=1C=CC(=C(C1)C(C(=O)O)C)C1=CC2=C(C=N1)N=CN2[C@H](C)C2=C(C(=CC=C2Cl)C2CC2)Cl 2-(5-carbamoyl-2-(1-((R)-1-(2,6-dichloro-3-cyclopropylphenyl)ethyl)-1H-imidazo[4,5-c]pyridin-6-yl)phenyl)propionic acid